3-{8-oxabicyclo[3.2.1]octan-3-yl}prop-2-ynoic acid C12CC(CC(CC1)O2)C#CC(=O)O